C(C)(=O)C1=NN(C2=CC=C(C=C12)C=1C=NC(=NC1)C)CC(=O)N1[C@@H](C[C@H](C1)F)C(=O)NC1=NN(C2=NC=CC=C21)C (2S,4R)-1-(2-(3-acetyl-5-(2-methylpyrimidin-5-yl)-1H-indazol-1-yl)acetyl)-4-fluoro-N-(1-methyl-1H-pyrazolo[3,4-b]pyridin-3-yl)pyrrolidine-2-carboxamide